C(C1=CC=CC=C1)OC=1C=CC2=C(O[C@@H](CO2)CNCC2CNCCC2)C1 ((R)-7-Benzyloxy-2,3-dihydro-benzo[1,4]dioxin-2-ylmethyl)-piperidin-3-ylmethyl-amine